C1(CC1)C1=NC=2N(C(=C1)O)N=C(C2)C(=O)OCC ethyl 5-cyclopropyl-7-hydroxypyrazolo[1,5-a]pyrimidine-2-carboxylate